3-Chloro-8-((R)-2,3-dihydroxy-propoxy)-6,6-dimethyl-6H-benzo[b]naphtho[2,3-d]furan-11-one ClC=1C=CC2=C(OC3=C2C(C2=CC=C(C=C2C3(C)C)OC[C@@H](CO)O)=O)C1